2-{3-[(2R,6S)-2,6-dimethylmorpholine-4-carbonyl]-5,6-dihydrocyclopenta[c]pyrazol-1(4H)-yl}-1-{4-[(2-methylphenyl)methyl]piperidin-1-yl}ethan-1-one C[C@@H]1CN(C[C@@H](O1)C)C(=O)C=1C2=C(N(N1)CC(=O)N1CCC(CC1)CC1=C(C=CC=C1)C)CCC2